5-(1-(2,2-difluoroethyl)-1H-benzo[d][1,2,3]triazol-6-yl)-4-methoxy-N-(2-oxaspiro[3.5]nonan-7-yl)pyrrolo[2,1-f][1,2,4]triazin-2-amine FC(CN1N=NC2=C1C=C(C=C2)C=2C=CN1N=C(N=C(C12)OC)NC1CCC2(COC2)CC1)F